OC1CC(N(C(C1)(C)C)OC1=C(C(=O)[O-])C=CC=C1)(C)C 4-hydroxy-2,2,6,6-tetramethylpiperidine-1-oxybenzoate